diethyl-N-(3-triethoxysilylpropyl)aspartic acid Methyl-(S)-3-[4-(ethylsulfonimidoyl)anilino]-5-(methylamino)-6-(3-methylimidazo[4,5-c]pyridin-7-yl)pyrazine-2-carboxylate CN1[C@@H](C(=NC(=C1C=1C2=C(C=NC1)N(C=N2)C)NC)NC2=CC=C(C=C2)S(=O)(=N)CC)C(=O)O.C(C)C([C@H](NCCC[Si](OCC)(OCC)OCC)C(=O)O)(C(=O)O)CC